6-methoxybenzothiophene COC1=CC2=C(C=CS2)C=C1